O=C1C(=C(C=NN1)N1[C@@H](CCC1)COC1CCC(CC1)C(=O)N1CCN(CC1)C1=CC=C(C=N1)C#N)C(F)(F)F 6-[4-(1S,4r)-[(4-[[(2S)-1-[6-oxo-5-(trifluoromethyl)-1,6-dihydro-pyridazin-4-yl]pyrrolidin-2-yl]methoxy]cyclohexyl)carbonyl]piperazin-1-yl]pyridine-3-carbonitrile